benzyl ((S)-1-(((S)-2-((S)-2-(4-(3-(2-(2-(2-(2-aminoethoxy)ethoxy)ethoxy)ethoxy)benzoyl)thiazol-2-yl)pyrrolidin-1-yl)-1-cyclohexyl-2-oxoethyl)amino)-1-oxopropan-2-yl)(methyl)carbamate NCCOCCOCCOCCOC=1C=C(C(=O)C=2N=C(SC2)[C@H]2N(CCC2)C([C@H](C2CCCCC2)NC([C@H](C)N(C(OCC2=CC=CC=C2)=O)C)=O)=O)C=CC1